ClC1=CC=C(C(=N1)NC1=CC=C(C=C1)CN1CCC(CC1)NC([O-])=O)[N+](=O)[O-] [1-[[4-[(6-chloro-3-nitro-2-pyridyl)amino]phenyl]methyl]-4-piperidyl]carbamate